N[C@H]1CN(CCC1)C(=O)C1=CC=2N(C=C1)C(=C(N2)C=2N(C1=CC(=CC=C1C2)OC)CC2=CC=NC=C2)C (R)-(3-aminopiperidin-1-yl)(2-(6-methoxy-1-(pyridin-4-ylmethyl)-1H-indol-2-yl)-3-methylimidazo[1,2-a]pyridin-7-yl)methanone